tert-butyl 5-(3-(cyanomethyl)-2-methylphenyl)-3-iodo-6-methoxy-1H-pyrazolo[4,3-b]pyridine-1-carboxylate C(#N)CC=1C(=C(C=CC1)C1=C(C=C2C(=N1)C(=NN2C(=O)OC(C)(C)C)I)OC)C